ClC=1C=C(C=C(C1OC=1C=C2CCN(C(C2=CC1)=O)C1=NC=CC=C1)Cl)N1N=CC(NC1=O)=O 2-(3,5-dichloro-4-((1-oxo-2-(pyridin-2-yl)-1,2,3,4-tetrahydroisoquinolin-6-yl)oxy)phenyl)-1,2,4-triazine-3,5(2H,4H)-dione